NC=1C2=C(C(NN1)=O)N(C=C2C2=CC=C(CNC(C1=C(C=CC(=C1)F)OC)=O)C=C2)[C@H]2CN(CC2)S(=O)(=O)CC (R)-N-(4-(4-amino-1-(1-(ethylsulfonyl)pyrrolidin-3-yl)-7-oxo-6,7-dihydro-1H-pyrrolo[2,3-d]pyridazin-3-yl)benzyl)-5-fluoro-2-methoxybenzamide